CC=1N=CC(=NC1)C1CC=NN1C(=O)C12CC(C1)(C2)CN2N=CC1=CC(=CC=C21)C#N 1-((3-(5-(5-Methylpyrazin-2-yl)-4,5-dihydro-1H-pyrazole-1-carbonyl)-bicyclo[1.1.1]pentan-1-yl)methyl)-1H-indazole-5-carbonitrile